C=C(C(=O)O)CC(C(=O)O)=O 2-Methylene-4-oxopentanedioic acid